10H-9-oxa-10-phosphaphenanthrene C1=CC=CC=2C3=CC=CC=C3OPC12